1-(3-hydroxypyridin-2-yl)ethan-1-one OC=1C(=NC=CC1)C(C)=O